ClC1=C(NC(C2=CC=C(C=C12)B(O)O)=O)C (4-chloro-3-methyl-1-oxo-1,2-dihydroisoquinolin-6-yl)boronic acid